OC1CCN(CC1)C=1C=CC(=NC1)NC=1C2=C(C(=NC1)C1=CN=C3N1N=CC=C3)CNC2=O 7-[[5-(4-hydroxy-1-piperidyl)-2-pyridyl]amino]-4-imidazo[1,2-b]pyridazin-3-yl-2,3-dihydropyrrolo[3,4-c]pyridin-1-one